CC1=C(CS(=O)(=O)C2=CC=C(C=C2)SC2=NC=CC(=N2)N)C=CC=C1 2-((4-((2-methylbenzyl)sulfonyl)phenyl)thio)pyrimidin-4-amine